4-chloro-7-(8-chloronaphthalen-1-yl)-8-fluoro-2-(((2R,7aS)-2-fluorohexahydro-1H-pyrrolizin-7a-yl)methoxy)pyrido[4,3-d]pyrimidine ClC=1C2=C(N=C(N1)OC[C@]13CCCN3C[C@@H](C1)F)C(=C(N=C2)C2=CC=CC1=CC=CC(=C21)Cl)F